ammonium hypobromite Br[O-].[NH4+]